(S)-3-(4-fluoro-2',5,6'-trimethyl-[1,1'-biphenyl]-3-yl)-3-((S)-2-(3-fluoro-5-(2-((R)-3-fluoropyrrolidin-1-yl)ethyl)-2-oxopyridin-1(2H)-yl)-4-methylpentanamido)propanoic acid FC1=C(C=C(C=C1C)C1=C(C=CC=C1C)C)[C@H](CC(=O)O)NC([C@H](CC(C)C)N1C(C(=CC(=C1)CCN1C[C@@H](CC1)F)F)=O)=O